COP(OC)(=O)C(C(Cl)(Cl)Cl)O.COC1=CC=C(N)C=C1 p-methoxyAniline dimethyl-(2,2,2-trichloro-1-hydroxyethyl)phosphonate